N-((3R,4S)-4-((6-(2,6-difluoro-3,5-dimethoxyphenyl)-8-(((R)-3,3-dimethylbutan-2-yl)amino)pyrido[3,4-d]pyrimidin-2-yl)amino)tetrahydrofuran-3-yl)acrylamide FC1=C(C(=C(C=C1OC)OC)F)C1=CC2=C(N=C(N=C2)N[C@H]2[C@H](COC2)NC(C=C)=O)C(=N1)N[C@H](C)C(C)(C)C